bis(tert-pentylamino)-methylsilane C(C)(C)(CC)N[SiH](C)NC(C)(C)CC